6-[5-[(6-methylpyridazin-3-yl)amino]benzimidazol-1-yl]-3-pyridyl-ethanone CC1=CC=C(N=N1)NC1=CC2=C(N(C=N2)C2=CC=C(C=N2)C(C)=O)C=C1